4-(5-(3'-chloro-5-fluoro-2-methoxy-4'-(3-methyl-2-oxoimidazolidin-1-yl)-[1,1'-biphenyl]-3-yl)-1-methyl-2-oxo-1,2-dihydropyridin-3-yl)piperazine-1-carboxylic acid tert-butyl ester C(C)(C)(C)OC(=O)N1CCN(CC1)C=1C(N(C=C(C1)C=1C(=C(C=C(C1)F)C1=CC(=C(C=C1)N1C(N(CC1)C)=O)Cl)OC)C)=O